Chloro-methylisothiazolinon ClC1C(C(=NS1)C)=O